4-{5-azaspiro[2.4]heptane-5-ylmethyl}-6-cyclopropylpyridine-2-carboxylic acid ethyl ester C(C)OC(=O)C1=NC(=CC(=C1)CN1CC2(CC2)CC1)C1CC1